5-Methyl-N-[6-(trifluoromethyl)-1,3-benzoxazol-2-yl]bicyclo[3.3.1]nonan-1-carboxamid CC12CCCC(CCC1)(C2)C(=O)NC=2OC1=C(N2)C=CC(=C1)C(F)(F)F